IC1=CNC2=NC=CC=C21 3-iodo-1H-pyrrolo[2,3-b]pyridine